tert-butyl 3-{[(benzyloxy)carbonyl]amino}-3-(nitromethyl)azetidine-1-carboxylate C(C1=CC=CC=C1)OC(=O)NC1(CN(C1)C(=O)OC(C)(C)C)C[N+](=O)[O-]